tert-butyl 7-(5-(2-fluoro-6-hydroxyphenyl)-3,4-dihydro-2H-pyrano[2,3-f]quinazolin-10-yl)-2,7-diazaspiro[3.5]nonane-2-carboxylate FC1=C(C(=CC=C1)O)C1=C2C(=C3C(=NC=NC3=C1)N1CCC3(CN(C3)C(=O)OC(C)(C)C)CC1)OCCC2